N1CCCC2=CC(=CC=C12)C1CNCCC1 3-(1,2,3,4-tetrahydroquinolin-6-yl)piperidine